ethylene oxide methacrylate sulfate S(=O)(=O)(O)O.C(C(=C)C)(=O)O.C1CO1